N-(3-(8-((2R,5R)-7-oxa-1-azaspiro[4.4]nonan-2-yl)-3-(2,2,2-trifluoroethyl)imidazo[1,2-a]pyridin-2-yl)prop-2-yn-1-yl)-2-methoxy-4-(methylsulfonyl)aniline N1[C@H](CC[C@@]12COCC2)C=2C=1N(C=CC2)C(=C(N1)C#CCNC1=C(C=C(C=C1)S(=O)(=O)C)OC)CC(F)(F)F